N-(2,2-difluoroethyl)-N-(3-((1-ethylcyclopropyl)ethynyl)-5-fluorophenyl)-6,7-difluoro-1-methyl-[1,2,4]triazolo[4,3-a]quinazolin-5-amine FC(CN(C1=NC=2N(C3=CC=C(C(=C13)F)F)C(=NN2)C)C2=CC(=CC(=C2)F)C#CC2(CC2)CC)F